ClC1=CC=C(C=C1)C1=C(C(=NC=N1)C(=O)OC)C1=CC=CC=C1 methyl 6-(4-chlorophenyl)-5-phenylpyrimidine-4-carboxylate